[Pt](Cl)Cl.N1=CC=C(C=C1)C gamma-picolin platinum dichloride